FC1=CC(=C(C=C1)N1CN(C(C2=CC(=CC=C12)C(F)(F)F)=O)C=1C=[N+](C=C(C1)C)[O-])C 3-(1-(4-fluoro-2-methylphenyl)-4-oxo-6-(trifluoromethyl)-1,4-dihydroquinazolin-3(2H)-yl)-5-methylpyridine 1-oxide